FC1(CN(C1)C1=NC=CC(=C1)CNC(=O)NCCC1(CC1)C(F)(F)F)F 1-((2-(3,3-Difluoroazetidin-1-yl)pyridin-4-yl)methyl)-3-(2-(1-(trifluoromethyl)cyclopropyl)ethyl)urea